5-(8,9-dihydro-7H-cyclopenta[c][1,2,4]triazolo[1,5-a]pyridin-6-yl)-4-isopropyl-6H-thieno[2,3-b]pyrrole-2-carboxylic acid methyl ester COC(=O)C1=CC2=C(NC(=C2C(C)C)C=2C3=C(C=4N(C2)N=CN4)CCC3)S1